1-(3-methylpyrazin-2-yl)methylamine hydrochloride Cl.CC=1C(=NC=CN1)CN